ClC1=C(C(=C(C=C1)C(=O)[O-])Cl)Cl trichlorobenzeneAT